(2,5-dioxopyrrolidin-1-yl)3-[2-[2-[2-[2-(2-azidoethoxy)ethoxy]ethoxy]ethoxy]ethoxy]propanoate O=C1N(C(CC1)=O)C(C(=O)[O-])COCCOCCOCCOCCOCCN=[N+]=[N-]